FC(C=1C=C(CN2CC3=CC=CC=C3C2)C=CC1OCC1CCN(CC1)S(=O)(=O)C)F 2-(3-(difluoromethyl)-4-((1-(methylsulfonyl)piperidin-4-yl)methoxy)benzyl)isoindoline